N,N,3-trimethyl-1H-indole-6-sulfonamide CN(S(=O)(=O)C1=CC=C2C(=CNC2=C1)C)C